ClC=1N=C(C2=C(N1)C=C(O2)C=O)N2CCOCC2 2-chloro-4-morpholinofuro[3,2-d]pyrimidine-6-carbaldehyde